FC1=CN(C(C(=N1)C(=O)N)=O)CC(COC(C1=CC=CC=C1)(C1=CC=CC=C1)C1=CC=CC=C1)O 6-fluoro-(2-hydroxy-3-(trityloxy)propyl)-3-oxo-3,4-dihydropyrazine-2-carboxamide